[OH3+].NS(=O)(=O)[O-] aminosulfonic acid oxonium salt